O=C1NC(CCC1N1C(C2=CC=C(C=C2C1)NC(=O)C1=NC(=C2C(=N1)N(N=C2)C(C)C)O)=O)=O N-[2-(2,6-dioxopiperidin-3-yl)-1-oxo-3H-isoindol-5-yl]-4-hydroxy-1-isopropylpyrazolo[3,4-d]pyrimidine-6-carboxamide